perfluoro-2,3,5-trimethyl-hexene FC(=C(C(C(C(C(F)(F)F)(C(F)(F)F)F)(F)F)(C(F)(F)F)F)C(F)(F)F)F